4,4'-dibromo-2,2'-diiodo-5,5'-dimethoxy-1,1-biphenyl BrC1=CC(=C(C=C1OC)C1=C(C=C(C(=C1)OC)Br)I)I